2-glycidyl-vinylsilane C(C1CO1)C=C[SiH3]